C(C)C1=CC=C2C=NN(C2=C1N)C 6-ethyl-1-methylindazol-7-amine